ClC1=NC=C(C(=N1)C=1C=C(C=2N(C1)C(=C(N2)C(=O)N(C)C)C(C)C)F)F 6-(2-Chloro-5-fluoropyrimidin-4-yl)-8-fluoro-3-isopropyl-N,N-dimethylimidazo[1,2-a]pyridine-2-carboxamide